FC1(C2(CN(C2)C(=O)OC(C)(C)C)CCN(C1)CC1=NC=2NCCCC2C=C1)F tert-butyl 5,5-difluoro-7-((5,6,7,8-tetrahydro-1,8-naphthyridin-2-yl) methyl)-2,7-diazaspiro[3.5]nonane-2-carboxylate